benzyl (1R,2S,5S)-3-[(2S)-2-(tert-butoxycarbonylamino)-3,3-dimethyl-butanoyl]-6,6-dimethyl-3-azabicyclo[3.1.0]hexane-2-carboxylate C(C)(C)(C)OC(=O)N[C@H](C(=O)N1[C@@H]([C@H]2C([C@H]2C1)(C)C)C(=O)OCC1=CC=CC=C1)C(C)(C)C